C(C)(C)(C)OC(=O)N1CC(C1)N1N=C2C(=N1)C(=C1C(=C2F)CC(C1)C(=O)OC)F methyl 2-(1-tert-butoxycarbonylazetidin-3-yl)-4,8-difluoro-6,7-dihydro-5H-cyclopenta[f]benzotriazole-6-carboxylate